FC1=CC=C(C=C1)C1=C(C=NC=C1)NC(=O)C1=NC(=NC=C1)NC1=CC=C(C=C1)OC(F)(F)F N-(4-(4-fluorophenyl)pyridin-3-yl)-2-((4-(trifluoromethoxy)phenyl)amino)pyrimidine-4-carboxamide